Cl.CC1(OC2=C(O1)C(=CC(=C2C)C(=O)NCC=2C(NC(=CC2SC)C)=O)C=2C=CC(=NC2)N2CCOCC2)C2CCNCC2 2,4-dimethyl-N-((6-methyl-4-(methylthio)-2-oxo-1,2-dihydropyridin-3-yl)methyl)-7-(2-morpholinopyridin-5-yl)-2-(piperidin-4-yl)benzo[d][1,3]dioxole-5-carboxamide hydrochloride